ClC1=NC=C(C(=C1)C1=C(C=NC(=C1)C)C(=O)NC=1SC2=C(N1)CN(C2)C(C2=NC(=CC=C2)C(F)F)=O)OC 2'-chloro-N-(5-(6-(difluoromethyl)picolinoyl)-5,6-dihydro-4H-pyrrolo[3,4-d]thiazol-2-yl)-5'-methoxy-6-methyl-[4,4'-bipyridine]-3-carboxamide